F[P-](F)(F)(F)(F)F.NCCN1C=[N+](C=C1)C 1-(2-aminoethyl)-3-methylimidazolium hexafluorophosphate